triethoxyborane C(C)OB(OCC)OCC